2,2-di-methyl-1,3-propanediol CC(CO)(CO)C